3-[2-(1-{[5-methyl-3-(trifluoromethyl)-1H-pyrazol-1-yl]acetyl}piperidin-4-yl)-1,3-thiazol-4-yl]-1,5-dihydro-2,4-benzodioxepin-6-yl methanesulfonate CS(=O)(=O)OC1=CC=CC=2COC(OCC21)C=2N=C(SC2)C2CCN(CC2)C(CN2N=C(C=C2C)C(F)(F)F)=O